6-[[(2R)-2-ethylmorpholin-4-yl]methyl]-4-(trifluoromethyl)-2,3-dihydroisoindol-1-one C(C)[C@@H]1CN(CCO1)CC1=CC(=C2CNC(C2=C1)=O)C(F)(F)F